tert-Butyl-(3S,4S)- and (3R,4R)-3,4-bis((acetylthio)methyl)pyrrolidine-1-carboxylate C(C)(C)(C)OC(=O)N1C[C@H]([C@@H](C1)CSC(C)=O)CSC(C)=O |r|